O1CC=CC2=CC=CC=C12.[S] sulfur chromene